[Na].[AsH3] arsine sodium